O=C1NC(CCC1N1C(C2=CC=CC(=C2C1=O)NCCCCCI)=O)=O 2-(2,6-Dioxopiperidin-3-yl)-4-((5-iodopentyl)amino)isoindoline-1,3-dione